COC1=C(C=O)C(=CC=C1)C(CCCC)=O 2-methoxy-6-pentanoylbenzaldehyde